C(CCCCCCC\C=C/C\C=C/CCCCC)(=O)OCCCCCCCCCCCCCCCCCCCCCCCCCC(CC)C 26-methyloctacosyl linoleate